C(CCCCCCCCC=C)(=O)OCCCO 3-hydroxypropyl Undecylenate